N-(4-iso-propylbenzenesulfonyl)-α-(4-carbomethoxy-2-n-propylphenoxy)-3,4-methylenedioxyphenylacetamide C(C)(C)C1=CC=C(C=C1)S(=O)(=O)NC(C(OC1=C(C=C(C=C1)C(=O)OC)CCC)C1=CC2=C(C=C1)OCO2)=O